C(CCCCCCC\C=C/CCCCCCCC)N(C(CCCCCCCCC(=O)N)=O)CCCCCCCC\C=C/CCCCCCCC N,N1-dioleylsebacamide